C(C)(C)(C)C=1C=C(C2=C(C=C(C(O2)=O)C(C=CC=CC=2N(C3=CC=CC=C3C2C2=CC=C(C=C2)F)C(C)C)=O)C1)C(C)(C)C 6,8-di-tert-butyl-3-(5-(3-(4-fluorophenyl)-1-isopropyl-1H-indol-2-yl)-2,4-pentadienoyl)-2H-1-benzopyran-2-one